C(C1=CC=CC=C1)NC(=O)C12NCC3C(C1N(CC2C3)CC3CCCCC3)CC3=CC=CC=C3 N,7-dibenzyl-1-cyclohexylmethyloctahydro-3aH-3,6-methanopyrrolo[3,2-b]pyridine-3a-carboxamide